ClC=1C(=NC(=NC1)N[C@H]1CN(CC1)C(=O)C=1C=C2CCCN(C2=CC1)C(C=C)=O)OC (R)-1-(6-(3-((5-chloro-4-methoxypyrimidin-2-yl)amino)pyrrolidine-1-carbonyl)-3,4-dihydroquinolin-1(2H)-yl)prop-2-en-1-one